CCCCC/C=C\\C/C=C\\C/C=C\\CCCCCCC(=O)OC[C@H](COP(=O)([O-])OCC[N+](C)(C)C)O The molecule is a lysophosphatidylcholine 20:3/0:0 in which the acyl group at position 1 is specified as (8Z,11Z,14Z)-icosatrienoyl. It is a 1-O-acyl-sn-glycero-3-phosphocholine and a lysophosphatidylcholine 20:3/0:0. It derives from an all-cis-icosa-8,11,14-trienoic acid.